(S)-1'-(8-(2,3-dichlorophenyl)-7-methyl-7H-purin-2-yl)-1,3-dihydrospiro[inden-2,4'-piperidin]-1-amine ClC1=C(C=CC=C1Cl)C1=NC2=NC(=NC=C2N1C)N1CCC2(CC1)[C@@H](C1=CC=CC=C1C2)N